rac-7-(4-ethyl-3-(hydroxymethyl)-5-oxo-4,5-dihydro-1H-1,2,4-triazol-1-yl)-6-fluoro-1-isopropyl-3-methyl-3-(o-tolyl)-2,3-dihydroquinolin-4(1H)-one C(C)N1C(=NN(C1=O)C1=C(C=C2C([C@@](CN(C2=C1)C(C)C)(C1=C(C=CC=C1)C)C)=O)F)CO |r|